C1OCCC12CNC(C2)=O 2-oxa-7-azaspiro[4.4]nonan-8-one